N1(C=NC=C1)CC(=O)NCC=1SC(=CC1)C(CSC1=NC(=NC2=CC=C(C=C12)OC)C)=O 2-(1H-imidazol-1-yl)-N-((5-(2-((6-methoxy-2-methylquinazolin-4-yl)thio)acetyl)thiophen-2-yl)methyl)acetamide